ClC1=C(C=CC=C1C)N1N=CC2=C1COC[C@@H]2NC(=O)C2=NOC1=C2CCCC1 (R)-N-(1-(2-chloro-3-methylphenyl)-1,4,5,7-tetrahydropyrano[3,4-c]pyrazol-4-yl)-4,5,6,7-tetrahydrobenzo[d]isoxazole-3-carboxamide